benzoyl Ketone C(C1=CC=CC=C1)(=O)C(=O)C(C1=CC=CC=C1)=O